6-oxa-3-azabicyclo[3.2.1]octane hydrochloride Cl.C12CNCC(OC1)C2